N-({4-amino-1-methyl-1H-pyrazolo[4,3-c]quinolin-7-yl}methyl)-N-(4-fluoro-2-methanesulfonylphenyl)-2-(trifluoromethyl)pyrimidine-5-carboxamide NC1=NC=2C=C(C=CC2C2=C1C=NN2C)CN(C(=O)C=2C=NC(=NC2)C(F)(F)F)C2=C(C=C(C=C2)F)S(=O)(=O)C